FC=1C=C(C=CC1F)N1C(CCCC12CCN(CC2)C2=NC(=NC(=C2)C(F)(F)F)CO)=O 1-(3,4-difluorophenyl)-9-(2-(hydroxymethyl)-6-(trifluoromethyl)pyrimidin-4-yl)-1,9-diazaspiro[5.5]Undecan-2-one